9-anthracenyl-acrylic acid C1=CC=CC2=CC3=CC=CC=C3C(=C12)C(C(=O)O)=C